N-(5-(((2S,4R)-4-((6-fluoroisoquinolin-1-yl)oxy)-2-methylpyrrolidin-1-yl)methyl)thiazol-2-yl)acetamide FC=1C=C2C=CN=C(C2=CC1)O[C@@H]1C[C@@H](N(C1)CC1=CN=C(S1)NC(C)=O)C